4'-chloro-[1,1'-biphenyl]-4-carbaldehyde ClC1=CC=C(C=C1)C1=CC=C(C=C1)C=O